ClC1=CC(=C(COC2=NC=3CNCCC3C=C2C)C=C1)F 2-((4-chloro-2-fluorobenzyl)oxy)-3-methyl-5,6,7,8-tetrahydro-1,7-naphthyridine